OCN1N=C(C=C1)C(=O)O (hydroxymethyl)-1H-pyrazole-3-carboxylic acid